C(C)C1CCC(C1=O)=O ethyl-4,5-cyclopentanedione